F[P-](F)(F)(F)(F)F.BrCCCCCCCCCCCCCC[PH3+] bromotetradecyl-phosphonium hexafluorophosphate